CC1=CC(=NO1)NS(=O)(=O)C1=CC=C(C=C1)C1=CC=CC=C1 N-(5-methyl-1,2-oxazol-3-yl)-[1,1'-biphenyl]-4-sulfonamide